methyl 3-(3,3,3-trifluoropropyl)isoxazole-5-carboxylate FC(CCC1=NOC(=C1)C(=O)OC)(F)F